Tert-Butyl 5-(cyclohexenylmethyl)pyridin-2-ylcarbamate C1(=CCCCC1)CC=1C=CC(=NC1)NC(OC(C)(C)C)=O